C(C)(C)(C)N1N=CC(=C1)NC1=NC2=CC(=C(C=C2C=N1)Cl)N1CCN(CC1)C1(COC1)C N-(1-tert-butyl-1H-pyrazol-4-yl)-6-chloro-7-[4-(3-methyloxetan-3-yl)piperazin-1-yl]quinazolin-2-amine